C(CCCCCCC)C(=O)OF perfluoro octyl-carboxylate